3-amino-N-methoxy-N,5-dimethylpyrazine-2-carboxamide NC=1C(=NC=C(N1)C)C(=O)N(C)OC